O=C(CCC(=O)O)NC1CCNCC1 4-oxo-4-(piperidin-4-ylamino)butanoic acid